OCCCC1CN(C(O1)=O)C1=NC2=C(OCC(N2)=O)N=C1 6-[5-(3-hydroxypropyl)-2-oxo-1,3-oxazolidin-3-yl]-4H-pyrazino[2,3-b][1,4]oxazin-3-one